(2s,3s)-3-(o-tolyl)butan-2-yl (4-methoxy-3-(propionyloxy)picolinoyl)-L-alaninate COC1=C(C(=NC=C1)C(=O)N[C@@H](C)C(=O)O[C@@H](C)[C@@H](C)C1=C(C=CC=C1)C)OC(CC)=O